2-Phenylethyl 3,4-dihydroxy-trans-cinnamat OC=1C=C(/C=C/C(=O)OCCC2=CC=CC=C2)C=CC1O